C(C)C=1C(=NC=NC1)N1CCN(CC1)CC=1NC2=CC(=CC=C2C1)OCCOC (4-(5-ethylpyrimidin-4-yl)piperazin-1-yl)(6-(2-methoxyethoxy)-1H-indol-2-yl)methane